(trans)-3,4-dimethyl-1,6-diphenylhex-3-ene-1,6-dione CC(CC(=O)C1=CC=CC=C1)=C(CC(=O)C1=CC=CC=C1)C